6-(methylcarbamoyl)-4-(5-oxo-1,4-diazepan-1-yl)nicotinic acid CNC(=O)C1=NC=C(C(=O)O)C(=C1)N1CCNC(CC1)=O